2-(5-methylisoxazol-3-yl)acetic acid CC1=CC(=NO1)CC(=O)O